((2r,3r,4s,5r,6r)-3,5-dihydroxy-2-(hydroxymethyl)-4-(4-(3,4,5-trifluorophenyl)-1H-1,2,3-triazol-1-yl)-1-oxa-8-azaspiro[5.5]undecan-8-yl)(pyridin-2-yl)methanone O[C@H]1[C@H](O[C@@]2([C@@H]([C@H]1N1N=NC(=C1)C1=CC(=C(C(=C1)F)F)F)O)CN(CCC2)C(=O)C2=NC=CC=C2)CO